O=C1NC(CC[C@H]1N1C(C2=CC=C(C=C2C1=O)N1CCC(CC1)N(C1CC(C1)N1N=C2C=C(C(=CC2=C1)NC(=O)C=1C=NN2C1N=CC=C2)OC(C)C)CC)=O)=O N-(2-((1r,3r)-3-((1-(2-(2,6-dioxopiperidin-3-yl)-1,3-dioxoisoindolin-5-yl)piperidin-4-yl)(ethyl)amino)cyclobutyl)-6-isopropoxy-2H-indazol-5-yl)pyrazolo[1,5-a]pyrimidine-3-carboxamide